C(CCCC)OC(CCC(=O)OCCCCCCCC(CCCCCCCOC(CCC(OCCCCC)OCCCCC)=O)NCCC1N(CCC1)C)OCCCCC [15-(4,4-dipentoxybutanoyloxy)-8-[2-(1-methylpyrrolidin-2-yl)ethylamino]pentadecyl] 4,4-dipentoxybutanoate